chloroacetic acid sulfur [S].ClCC(=O)O